Cl.NC[C@@H](C(=O)OC)NC(=O)OCC1=CC=CC=C1 methyl (2S)-3-amino-2-(benzyloxycarbonylamino)propanoate hydrochloride